ClC=1C=C(C=CC1F)NC1=NC=NC2=CC(=C(C=C12)OC1CCN(CC1)S(=O)(=O)C)OC 4-[(3-chloro-4-fluoro-phenyl)amino]-6-(1-methanesulfonyl-piperidin-4-yloxy)-7-methoxy-quinazoline